CC(C)S(=O)(=O)O 2-Propyl-sulfonic acid